C12N(CC(CC1)C2)C(=O)C2CCN(CC2)C2=CC=C(C=C2)C=2C=NN(C2)C2OCCCC2 (2-azabicyclo[2.2.1]heptane-2-yl)(1-(4-(1-(tetrahydro-2H-pyran-2-yl)-1H-pyrazol-4-yl)phenyl)piperidin-4-yl) ketone